BrC1=NC(=NC(=C1)Br)SCCC 4,6-dibromo-2-propylthiopyrimidine